Benzyl 5,6-dihydropyrrolo[3,4-c]pyrazole-2(4H)-carboxylate bis(4-methylbenzenesulfonate) CC1=CC=C(C=C1)S(=O)(=O)O.CC1=CC=C(C=C1)S(=O)(=O)O.N=1N(C=C2C1CNC2)C(=O)OCC2=CC=CC=C2